1,12-diaminododecanediamine NC(CCCCCCCCCCCN)(N)N